2-(3-chlorobenzyl)cyclopentyl ((2S)-3-cyclohexyl-1-((4-(cyclopropylamino)-3-hydroxy-4-oxo-1-(2-oxo-8-pivaloyl-1,8-diazaspiro[4.5]decan-3-yl)butan-2-yl)amino)-1-oxopropan-2-yl)carbamate C1(CCCCC1)C[C@@H](C(=O)NC(CC1C(NC2(C1)CCN(CC2)C(C(C)(C)C)=O)=O)C(C(=O)NC2CC2)O)NC(OC2C(CCC2)CC2=CC(=CC=C2)Cl)=O